3-methyl-2-(N-methyl-methanesulfonamido)butanamide CC(C(C(=O)N)N(S(=O)(=O)C)C)C